OCCN1C[C@@H](CCC1)NC=1N=NC(=C(N1)C)C1=C(C=C(C=C1)C(F)(F)F)O 2-(3-{[(3R)-1-(2-hydroxyethyl)piperidin-3-yl]amino}-5-methyl-1,2,4-triazin-6-yl)-5-(trifluoromethyl)phenol